(2S,4R)-tert-butyl 4-((5-cyclopropyl-3-(2,6-dichlorophenyl)isoxazol-4-yl)methoxy)-2-methylpiperidine-1-carboxylate C1(CC1)C1=C(C(=NO1)C1=C(C=CC=C1Cl)Cl)CO[C@H]1C[C@@H](N(CC1)C(=O)OC(C)(C)C)C